1-Phenyl-5-thienyl-1H-pyrazol C1(=CC=CC=C1)N1N=CC=C1C=1SC=CC1